FC(C1=NN=C(O1)C1=CC(=C(C=C1F)CN1N=C(N=N1)C1=CC2=C(N=CN=C2N)S1)F)F 6-[2-[[4-[5-(difluoromethyl)-1,3,4-oxadiazol-2-yl]-2,5-difluorophenyl]methyl]tetrazol-5-yl]thieno[2,3-d]pyrimidin-4-amine